3,4,5,6-tetrahydropyridine-3-carboxylate N1=CC(CCC1)C(=O)[O-]